1,3-dibromo-5-(trimethylsilyl)benzene BrC1=CC(=CC(=C1)[Si](C)(C)C)Br